magnesium tetrakis(trimethylphenyl)porphyrin CC1=C(C(=C(C=C1)C1=C2C=CC(C(=C3C=CC(=C(C=4C=CC(=C(C5=CC=C1N5)C5=C(C(=C(C=C5)C)C)C)N4)C4=C(C(=C(C=C4)C)C)C)N3)C3=C(C(=C(C=C3)C)C)C)=N2)C)C.[Mg]